The molecule is an N-acylglycine in which the acyl group is specified as 2-hydroxybenzoyl. It has a role as a uremic toxin and a human xenobiotic metabolite. It is a N-acylglycine and a secondary carboxamide. It derives from a glycine. It is a conjugate acid of a salicylurate. C1=CC=C(C(=C1)C(=O)NCC(=O)O)O